C1OCC2C1CN(C2)C2=NC(=NN2C)NC2=C(C=CC=C2)OC (5-{hexahydro-1H-furo[3,4-c]pyrrol-5-yl}-1-methyl-1H-1,2,4-triazol-3-yl)-2-methoxyaniline